CN1CCC(CC1)COC1=NC(=CC(=C1)CN)C(F)(F)F (2-((1-methylpiperidin-4-yl)methoxy)-6-(trifluoromethyl)pyridin-4-yl)methylamine